NC1=NC=CC=C1C1=NC=2C(=NC(=CC2)N2N=C(C=C2)F)N1C=1C=C2CC[C@@H](C2=CC1)NC(C1=C(C(=C(C(=C1)C=O)O)F)F)=O (S)-N-(5-(2-(2-aminopyridin-3-yl)-5-(3-fluoro-1H-pyrazol-1-yl)-3H-imidazo[4,5-b]pyridin-3-yl)-2,3-dihydro-1H-inden-1-yl)-2,3-difluoro-5-formyl-4-hydroxybenzamide